((3-(2-aminopentan-2-yl)-1-methyl-1H-pyrazolo[3,4-c]pyridin-5-yl)amino)-7,7-dimethyl-7,8-dihydro-5H-pyrano[4,3-b]pyridin-5-one NC(C)(CCC)C1=NN(C2=CN=C(C=C21)NC2=CC=C1C(=N2)CC(OC1=O)(C)C)C